FC=1C(=C(N2N=C(N=CC21)N[C@H]2[C@@H](CN(CC2)S(=O)(=O)C)F)[C@@H]2C[C@H](CC2)F)C#N 5-fluoro-2-(((3R,4R)-3-fluoro-1-(methylsulfonyl)piperidin-4-yl)amino)-7-(trans-3-fluorocyclopentyl)pyrrolo[2,1-f][1,2,4]triazine-6-carbonitrile